NC1=C2C(=NC=N1)N(N=C2C2=CC(=CC=C2)OCCC)C(C)C=2OC1=CC=CC=C1C(C2C2=CC(=CC=C2)F)=O 2-(1-(4-Amino-3-(3-propoxyphenyl)-1H-pyrazolo[3,4-d]pyrimidin-1-yl)ethyl)-3-(3-fluorophenyl)-4H-chromen-4-one